4-{4-[(6R)-6-amino-4-methyl-1,4-diazepan-1-yl]-8-fluoro-2-{[1-(morpholin-4-ylmethyl)cyclopropyl]methoxy}pyrido[4,3-d]pyrimidin-7-yl}-5-ethynyl-6-fluoronaphthalen-2-ol N[C@@H]1CN(CCN(C1)C=1C2=C(N=C(N1)OCC1(CC1)CN1CCOCC1)C(=C(N=C2)C2=CC(=CC1=CC=C(C(=C21)C#C)F)O)F)C